ClC1=CC=C(C=N1)CNC=1C(=NC=C(C1)F)NC(OC(C)(C)C)=O tert-butyl (3-(((6-chloropyridin-3-yl)methyl)amino)-5-fluoropyridin-2-yl)carbamate